2-amino-N-(4-(N-(3-chloro-2-methylphenyl)sulfamoyl)phenyl)benzenesulfonamide NC1=C(C=CC=C1)S(=O)(=O)NC1=CC=C(C=C1)S(NC1=C(C(=CC=C1)Cl)C)(=O)=O